N[C@@H]1[C@@H]([C@@H]2CC[C@H](C1)N2C2=C(N=C1C(=N2)NN=C1C=1C(=C2N=C(C=NC2=CC1)OC)Cl)CO)F {6-[(1S,2S,3S,5R)-3-amino-2-fluoro-8-azabicyclo[3.2.1]octan-8-yl]-3-(5-chloro-3-methoxyquinoxalin-6-yl)-1H-pyrazolo[3,4-b]pyrazin-5-yl}methanol